tert-butyl 2-{[3-ethyl-4-(4-hydroxypiperidin-1-yl)phenyl]amino}-5H,6H,7H,8H-pyrido[3,4-d]pyrimidine-7-carboxylate C(C)C=1C=C(C=CC1N1CCC(CC1)O)NC=1N=CC2=C(N1)CN(CC2)C(=O)OC(C)(C)C